FC(CCN1N=NC(=C1)C(=O)NC)CN1N=NC(=C1)C(NCC1=CC(=CC=C1)S(=O)(=O)C)=O 1-[3-fluoro-4-(4-{[(3-methanesulfonylphenyl)methyl]carbamoyl}-1H-1,2,3-triazol-1-yl)butyl]-N-methyl-1H-1,2,3-triazole-4-carboxamide